7-(6-methoxypyridin-3-yl)-2,4-dimethyl-N-((6-methyl-4-(methylthio)-2-oxo-1,2-dihydropyridine-3-yl)methyl)-2-(1-(2,2,2-trifluoroethyl)piperidin-4-yl)benzo[d][1,3]dioxol-5-carboxamide COC1=CC=C(C=N1)C1=CC(=C(C2=C1OC(O2)(C2CCN(CC2)CC(F)(F)F)C)C)C(=O)NCC=2C(NC(=CC2SC)C)=O